4-(trifluoromethyl)phthalazine-1(2H)-one FC(C1=NNC(C2=CC=CC=C12)=O)(F)F